The molecule is a dipeptide obtained by formal condensation of the carboxy group of L-ornithine with the amino group of D-aspartic acid. It is a constituent of bacterial peptidoglycan type A4beta. It derives from a L-ornithine and a D-aspartic acid. C(C[C@@H](C(=O)N[C@H](CC(=O)O)C(=O)O)N)CN